ClC=1C(=C(C(=CC1)N1N=NN=C1)C1=CC(N2C(CCC2C1)C=1NC(=C(N1)[2H])C1=C(C(=NC=C1)C([2H])([2H])O)F)=O)F 7-(3-chloro-2-fluoro-6-(1H-tetrazol-1-yl)phenyl)-3-(5-(3-fluoro-2-(hydroxymethyl-d2)pyridin-4-yl)-1H-imidazol-2-yl-4-d)-2,3,8,8a-tetrahydroindolizin-5(1H)-one